C(#N)C=1C=CC(=NC1)N[C@@H]1CC[C@H](CC1)N(C(=O)NCC=1OC=CC1)C1=CC=C(C=C1)C=1C=NN(C1)C 1-(trans-4-((5-cyanopyridin-2-yl)amino)cyclohexyl)-3-(2-furylmethyl)-1-(4-(1-methyl-1H-pyrazol-4-yl)phenyl)urea